[Cu].CN(CCN(C)C)C tetramethylethylenediamine copper